N-(4-(2-acetyl-5-methoxyphenoxy)phenyl)furan-2-carboxamide C(C)(=O)C1=C(OC2=CC=C(C=C2)NC(=O)C=2OC=CC2)C=C(C=C1)OC